C(C1=CC=CC=C1)OC(C1=CC=C(C=C1)C1=C(N(C2=CC(=CC(=C12)OCC1=CC=CC=C1)F)C1=CC(=C(C=C1)F)C)C1(CC(C1)O)C)=O.O1N=C(C=C1)N(C(COC1=CC=C(C=C1)C)=O)CC=1SC=CC1 N-(isoxazol-3-yl)-N-(thiophen-2-ylmethyl)-2-(p-tolyloxy)acetamide Benzyl-4-[4-benzyloxy-6-fluoro-1-(4-fluoro-3-methyl-phenyl)-2-(3-hydroxy-1-methyl-cyclobutyl)indol-3-yl]benzoate